CCCCCCCCCCCCCCCCC(=O)OC[C@H](COP(=O)([O-])OCC[N+](C)(C)C)O The molecule is a lysophosphatidylcholine 17:0 in which the acyl group at position 1 is 1-heptadecanoyl and the hydroxy group at position 2 is unsubstituted. It derives from a heptadecanoic acid.